NC[C@@H](F)C=1C=NC(=NC1)C1=C(C=C(C#N)C=C1)OC=1N(N=C(C1)C(F)(F)F)C 4-[5-[(1S)-2-amino-1-fluoroethyl]pyrimidin-2-yl]-3-[2-methyl-5-(trifluoromethyl)pyrazol-3-yl]oxybenzonitrile